5-Crotyl-2-norbornene C(C=CC)C1C2C=CC(C1)C2